5-(2-(8-oxa-3-azabicyclo[3.2.1]octan-3-yl)-7-fluoroquinolin-8-yl)-6-ethylpyridin-2-amine C12CN(CC(CC1)O2)C2=NC1=C(C(=CC=C1C=C2)F)C=2C=CC(=NC2CC)N